N-succinimidyl-4-guanidinomethyl-3-[131I]iodobenzoate C1(CCC(N1N(C(=N)N)CC1=C(C=C(C(=O)[O-])C=C1)[131I])=O)=O